ClC(C=1C=C(C=C)C=CC1)(Cl)Cl m-trichloromethylstyrene